S1C=C(C=C1)C(=O)NC=1C=C2C(=CNC2=CC1)C=1CCN(CC1)C(C)(C)C 5-(3-thienoyl)amino-3-(1-(tert-butyl)-1,2,3,6-tetrahydropyridin-4-yl)-1H-indole